FC1=C(C(=CC(=C1F)OC1=NC=CC=C1C1=NC(=NC=C1)N[C@@H]1CNC[C@H](C1)F)F)NS(=O)(=O)C1CCCCC1 N-(2,3,6-trifluoro-4-((3-(2-(((3S,5S)-5-fluoropiperidin-3-yl)amino)pyrimidin-4-yl)pyridin-2-yl)oxy)phenyl)cyclohexanesulfonamide